[Br-].C(CC)[Zn+] propylzinc bromide